calcium lithium sulfur [S].[Li].[Ca]